N-(5-(2-(((1r,4r)-4-aminocyclohexyl)amino)-8-ethylquinazolin-6-yl)-6-methoxypyrazin-2-yl)-2-chlorobenzenesulfonamide NC1CCC(CC1)NC1=NC2=C(C=C(C=C2C=N1)C=1N=CC(=NC1OC)NS(=O)(=O)C1=C(C=CC=C1)Cl)CC